1-(azetidin-3-yl)-1H-pyrazole N1CC(C1)N1N=CC=C1